ClC=1C(=NC(=NC1)NC=1C=CC(=C(C1)NC(C)=O)N(C)CCN(C)C)C1=CN(C2=C(C=CC=C12)F)C N-(5-((5-chloro-4-(7-fluoro-1-methyl-1H-indol-3-yl)pyrimidin-2-yl)amino)-2-((2-(dimethylamino)ethyl)(methyl)amino)phenyl)acetamide